C1(CCCCC1)C=N[C@H]1CNCCC1 (R)-1-cyclohexyl-N-(piperidin-3-yl)methanimine